C1=C(C=CC2=CC=CC=C12)N1C2=CC=CC=C2C=2C(=CC=C(C12)Br)Br 9-(2-naphthyl)1,4-dibromocarbazole